hydroxy-phenyl-amine ONC1=CC=CC=C1